C(C1=CC=CC=C1)OC1=C(C(=CC(=C1)Br)F)N1CC(N(S1(=O)=O)[K])=O [5-(2-benzyloxy-4-bromo-6-fluoro-phenyl)-1,1,3-trioxo-1,2,5-thiadiazolidin-2-yl]potassium